tert-butyl 7-((3-chloro-5-fluorobenzyl) oxy)-3,4-dihydroisoquinoline-2(1H)-carboxylate ClC=1C=C(COC2=CC=C3CCN(CC3=C2)C(=O)OC(C)(C)C)C=C(C1)F